4-hydroxy-trimellitaldehyde OC1(CC(=C(C=O)C=C1)C=O)C=O